lanthanum-iron-silicon lead [Pb].[Si].[Fe].[La]